C1(=CC=CC=C1)C=1C(=C(C(=C(C1)O)CC)C1=CC=CC=C1)C1=CC=CC=C1 triphenyl-ethylphenol